3-Methyl-5-oxo-1-phenyl-N-(3-(pyrimidin-5-yl)phenyl)-4,5-dihydro-1H-pyrazole-4-carboxamide CC1=NN(C(C1C(=O)NC1=CC(=CC=C1)C=1C=NC=NC1)=O)C1=CC=CC=C1